1,2-di-linoleoyl-3-dimethylaminopropane C(CCCCCCC\C=C/C\C=C/CCCCC)(=O)CC(CN(C)C)C(CCCCCCC\C=C/C\C=C/CCCCC)=O